1-(piperidin-4-yl)-4-(prop-2-yn-1-yl)piperazine N1CCC(CC1)N1CCN(CC1)CC#C